C(\C=C/CCCCCCCC)OC(CCCCCOCC(COCCCC(=O)OC)N(C)C)=O (Z)-undec-2-en-1-yl-6-(2-(dimethylamino)-3-(4-methoxy-4-oxobutoxy)propoxy)hexanoate